(3R,4R)-1-(3,4,5-trimethoxyphenyl)-3-difluoromethoxy-4-(3-hydroxy-4-methoxyphenyl)azetidin-2-one COC=1C=C(C=C(C1OC)OC)N1C([C@@H]([C@H]1C1=CC(=C(C=C1)OC)O)OC(F)F)=O